para-benzyltoluene C(C1=CC=CC=C1)C1=CC=C(C)C=C1